C(C)(C)(C)OC(=O)NC1(CC2=CC(=CC=C2CC1)OC1=C(C=CC=C1)C1=C(C(=CC=C1)C)F)C(=O)OC methyl 2-((tert-butoxycarbonyl)amino)-7-((2'-fluoro-3'-methyl-[1,1'-biphenyl]-2-yl)oxy)-1,2,3,4-tetrahydronaphthalene-2-carboxylate